styrene isooctyl-acrylate C(CCCCC(C)C)OC(C=C)=O.C=CC1=CC=CC=C1